1-(4-(7-(6-amino-3-(trifluoromethyl)pyridin-2-yl)-6-chloro-2-((1-(2-methoxyethyl)pyrrolidin-2-yl)methoxy)quinazolin-4-yl)piperazin-1-yl)prop-2-en-1-one NC1=CC=C(C(=N1)C1=C(C=C2C(=NC(=NC2=C1)OCC1N(CCC1)CCOC)N1CCN(CC1)C(C=C)=O)Cl)C(F)(F)F